(R)-2-hydroxy-2-(6-(2-(2,3,5-trichlorobenzyl)-2H-tetrazol-5-yl)pyridin-2-yl)propane-1-sulfonamide O[C@](CS(=O)(=O)N)(C)C1=NC(=CC=C1)C=1N=NN(N1)CC1=C(C(=CC(=C1)Cl)Cl)Cl